NC1=C(C(=NC(=C1Cl)Cl)C(=O)O)Cl 4-amino-3,5,6-trichloropyridinecarboxylic acid